P(O)(=O)(OP(=O)(O)OP(=O)(O)O)OC[C@@H]1[C@H]([C@H]([C@@H](O1)N1C(=O)NC(=O)C(=C1)Br)O)O 5-bromouridine 5'-triphosphate